copper-iron-cerium [Ce].[Fe].[Cu]